COCCN1C(CC2=CC=CC=C12)=O 1-(2-methoxyethyl)indol-2-one